2,6-bis[4-(R)-isopropyl-2-oxazolyl]-4-methoxypyridine C(C)(C)C=1N=C(OC1)C1=NC(=CC(=C1)OC)C=1OC=C(N1)C(C)C